3-(n-propylamino)quinoxaline C(CC)NC=1C=NC2=CC=CC=C2N1